nicotinaldehyde O-(3,6-dichloro-2-methoxybenzoyl) oxime ClC=1C(=C(C(=O)ON=CC2=CN=CC=C2)C(=CC1)Cl)OC